C(=O)O.C(C)(C)N1CCC(CC1)OC1=CC=C(NC=2C(=NC(=C(N2)NC)C=2C3=C(C=NC2)N(C=N3)C)C(=O)N)C=C1 3-[4-[(1-isopropyl-4-piperidinyl)oxy]anilino]-5-(methylamino)-6-(3-methylimidazo[4,5-c]pyridin-7-yl)pyrazine-2-carboxamide formate salt